O.[N+](=O)([O-])[O-].[Bi+3].FC1=C(C(=C(C2=C(C(=C(C(=C12)F)F)F)F)F)F)[B-](C1=C(C2=C(C(=C(C(=C2C(=C1F)F)F)F)F)F)F)(C1=C(C2=C(C(=C(C(=C2C(=C1F)F)F)F)F)F)F)C1=C(C2=C(C(=C(C(=C2C(=C1F)F)F)F)F)F)F.C[NH+](C1=CC=C(C=C1)CCCCCCCCCC)CCCCCCCCCCCCCCCCCC N-methyl-4-decyl-N-octadecyl-anilinium tetrakis(perfluoronaphthalen-2-yl)borate bismuth(III) nitrate hydrate